N-cyclohexyl-N-ethyl-[3-(3-chloro-4-cyclohexylphenyl)prop-2-ynyl]amine C1(CCCCC1)N(CC)CC#CC1=CC(=C(C=C1)C1CCCCC1)Cl